(Z)-4-(N'-hydroxycarbamimidoyl)pyridine-2-carboxylic acid ethyl ester C(C)OC(=O)C1=NC=CC(=C1)/C(/N)=N/O